CC=1N=C2N(N=C(C=C2C)C2=CC=C3C(N(C=NC3=C2F)C2CCNCC2)=O)C1 7-(2,8-dimethylimidazo[1,2-b]pyridazin-6-yl)-8-fluoro-3-(piperidin-4-yl)quinazolin-4(3H)-one